3-((4-(5-(chlorodifluoromethyl)-1,2,4-oxadiazol-3-yl)benzyl)(methyl)amino)-4-((4-methylbenzyl)amino)cyclobut-3-ene-1,2-dione ClC(C1=NC(=NO1)C1=CC=C(CN(C=2C(C(C2NCC2=CC=C(C=C2)C)=O)=O)C)C=C1)(F)F